(R)-5-cyclopentylpyrazolid-3-one D-malate C([C@H](O)CC(=O)O)(=O)O.C1(CCCC1)[C@H]1CC(NN1)=O